(2-fluoro-phenyl)-methanol FC1=C(C=CC=C1)CO